ClC1=NC=C(C=N1)NC1=NC=CC2=CC(=CC=C12)O 1-((2-chloropyrimidin-5-yl)amino)isoquinolin-6-ol